3-(benzyloxy)-1,1-difluoropropan-2-amine C(C1=CC=CC=C1)OCC(C(F)F)N